2-hydroxy-1-{4-[4-(2-hydroxy-2-methylpropionyl)benzyl]phenyl}2-methylpropane-1-one OC(C(=O)C1=CC=C(C=C1)CC1=CC=C(C=C1)C(C(C)(C)O)=O)(C)C